CC=1C(=NC=CC1)C(=O)OC methyl 3-methylpyridinecarboxylate